CN1C(N(C(NC1=O)=O)C=1C=C2C=NN(C2=CC1)C1=CC=CC=C1)=O 1-methyl-3-(1-phenyl-1H-indazol-5-yl)-1,3,5-triazin-2,4,6-trione